tert-butyl {6-[(1S)-1-{[2-(1,3-dioxo-1,3-dihydro-2H-isoindol-2-yl)-6-fluoroquinolin-3-yl]oxy}ethyl]-5-(1H-pyrazol-1-yl)-1H-indazol-1-yl}acetate O=C1N(C(C2=CC=CC=C12)=O)C1=NC2=CC=C(C=C2C=C1O[C@@H](C)C1=C(C=C2C=NN(C2=C1)CC(=O)OC(C)(C)C)N1N=CC=C1)F